CC(C(C)=O)=C(CC)C 3,4-dimethyl-3-hexen-2-one